tris(cyclohexyl)phosphane C1(CCCCC1)P(C1CCCCC1)C1CCCCC1